methyl 2-(azidomethyl)-5-fluoro-2,3-dihydrobenzofuran-7-carboxylate N(=[N+]=[N-])CC1OC2=C(C1)C=C(C=C2C(=O)OC)F